FC1=CC=C(C(=C1[C@H]([C@@H](C=1OC(NN1)=O)NS(=O)(=O)N1CCC2(CC1)CCCCC2)C)C)C N-((1S,2R)-2-(6-fluoro-2,3-dimethylphenyl)-1-(5-oxo-4,5-dihydro-1,3,4-oxadiazol-2-yl)propyl)-3-azaspiro[5.5]-undecane-3-sulfonamide